tert-butyl {(1R)-2-hydroxy-1-[4-(4,4,5,5-tetramethyl-1,3,2-dioxaborolan-2-yl)phenyl]ethyl}carbamate OC[C@@H](C1=CC=C(C=C1)B1OC(C(O1)(C)C)(C)C)NC(OC(C)(C)C)=O